(S)-2-((1-(2-(2,4-difluorophenyl)-2-hydroxy-3-(1H-1,2,4-triazol-1-yl)propyl)piperidin-4-yl)amino)-4-(3,6,6-trimethyl-4-oxo-4,5,6,7-tetrahydro-1H-indazol-1-yl)benzamide FC1=C(C=CC(=C1)F)[C@](CN1CCC(CC1)NC1=C(C(=O)N)C=CC(=C1)N1N=C(C=2C(CC(CC12)(C)C)=O)C)(CN1N=CN=C1)O